1-[5-ethylsulfonyl-6-[1-oxo-6-(trifluoromethyl)isoindolin-2-yl]-3-pyridyl]cyclopropanecarbonitrile C(C)S(=O)(=O)C=1C=C(C=NC1N1C(C2=CC(=CC=C2C1)C(F)(F)F)=O)C1(CC1)C#N